8-Methoxy-2H-benzo[e][1,3]thiazine COC1=CC=CC=2C=NCSC21